COC=1C=C(C=NC1OCC1=NC=C(C=C1)OC)CC1=CC=NC2=CC=CN=C12 4-[[5-methoxy-6-[(5-methoxy-2-pyridinyl)methoxy]-3-pyridinyl]methyl]-1,5-naphthyridine